1-((3aR,6aS)-5-(4-chloro-3-(thiazol-2-yl)benzyl)octahydropyrrolo[3,4-c]pyrrole-2-carbonyl)-1H-pyrazole-3-carboxylic acid ClC1=C(C=C(CN2C[C@@H]3[C@H](C2)CN(C3)C(=O)N3N=C(C=C3)C(=O)O)C=C1)C=1SC=CN1